C1(CC1)NC=1C2=C(N=C(N1)C)CN(C2)C(CC2CN(C2)C=2C=NC=CC2)=O 1-(4-(Cyclopropylamino)-2-methyl-5,7-dihydro-6H-pyrrolo[3,4-d]pyrimidin-6-yl)-2-(1-(pyridin-3-yl)azetidin-3-yl)ethan-1-one